CC1=C[C@@H]2[C@H](C(OC=3C=C(C=C(C23)O)CCCC2=CC=CC=C2)=C)CC1 (6Ar,10aR)-9-methyl-6-methylidene-3-(3-phenylpropyl)-6a,7,8,10a-tetrahydrobenzo[c]chromen-1-ol